4-{4-[5-(1-amino-4-sulfonaphthalene-2-ylazo)pyridine-2-yl]phenyl}-4-oxobutyric acid NC1=C(C=C(C2=CC=CC=C12)S(=O)(=O)O)N=NC=1C=CC(=NC1)C1=CC=C(C=C1)C(CCC(=O)O)=O